C1(=NC(O)=CC(O)=C1)C=CC1=CC=C(O)C=C1 Azaresveratrol